OC1=C(C=CC=C1)C(C#CC1=CC=C(C=C1)OC)=O 1-(2-hydroxyphenyl)-3-(p-methoxyphenyl)prop-2-yn-1-one